CC1NCCC2(OCCC3=C2SC=C3)C1 2-Methyl-4',5'-dihydrospiro[piperidine-4,7'-thieno[2,3-c]pyran]